C(C)(=O)[O-].C[N+](CCO)(C)C Trimethylhydroxyethylammonium acetate